C(#N)C1=CC=C(C=C1)N1N=C(N=C1)C1=CC(=C(C=C1)NC(=O)\N=C\1/SCC(N1C1=C(C=CC(=C1)C)C(C)OC)=O)F (Z)-1-(4-(1-(4-cyanophenyl)-1H-1,2,4-triazol-3-yl)-2-fluorophenyl)-3-(3-(2-(1-methoxyethyl)-5-methylphenyl)-4-oxothiazolidin-2-ylidene)urea